1-((3,5-difluoro-4-((6S,8R)-8-methyl-7-(2,2,2-trifluoroethyl)-6,7,8,9-tetrahydro-3H-pyrazolo[4,3-f]isoquinolin-6-yl)phenoxy)methyl)cyclohexan-1-amine FC=1C=C(OCC2(CCCCC2)N)C=C(C1[C@H]1N([C@@H](CC2=C3C(=CC=C12)NN=C3)C)CC(F)(F)F)F